tin (IV) porphyrin C12=CC=C(N1)C=C1C=CC(=N1)C=C1C=CC(N1)=CC=1C=CC(N1)=C2.[Sn+4]